C(C)(C)(C)OC(=O)N1CC2=C(CC1)ON=C2C(F)(F)F 3-(trifluoromethyl)-6,7-dihydro-4H-isoxazolo[4,5-c]pyridine-5-carboxylic acid tert-butyl ester